ClC1=CC(=C(C=C1)[C@@]1(OC2=C(O1)C=CC=C2C2CCN(CC2)CC2=NC=C(C=C2NCCOC)C2=NN=C(N2)C(F)(F)F)C)F ({4-[(2S)-2-(4-chloro-2-fluorophenyl)-2-methyl-2H-1,3-benzodioxol-4-yl]piperidin-1-yl}methyl)-N-(2-methoxyethyl)-5-[5-(trifluoromethyl)-4H-1,2,4-triazol-3-yl]pyridin-3-amine